NC1=CC=C(C(=O)[C@@H](C(=O)O)CCC(=O)O)C=C1 (2S)-2-(4-aminobenzoyl)glutaric acid